Cl.Cl.C(CCCCCC(=O)OC)(=O)OC dimethyl pimelate 2HCl